C(C)(C)C1=CC=CC=2C(C3=CC=CC=C3SC12)=O 4-isopropylthioxanthone